NC1=NN2C(C=C(C=C2)C=2C=C(C(=O)NCC3=C(C=CC(=C3)C(F)(F)F)F)C(=CN2)C)=N1 2-(2-amino-[1,2,4]triazolo[1,5-a]pyridin-7-yl)-N-(2-fluoro-5-(trifluoromethyl)benzyl)-5-methylisonicotinamide